ClC=1C(=CC2=C(C1)OC(C1NCCC12)=O)Cl 7,8-dichloro-2,3,3a,9b-tetrahydrochromeno[3,4-b]pyrrol-4(1H)-one